N-[(1S)-1-cyclopropyl-2,2,2-trifluoroethyl]-6-fluoro-4-oxo-7-(3H-[1,2,3]triazolo[4,5-b]pyridin-3-yloxy)-1-(2,4,6-trifluorophenyl)-1,4-dihydro-1,8-naphthyridine-3-carboxamide C1(CC1)[C@@H](C(F)(F)F)NC(=O)C1=CN(C2=NC(=C(C=C2C1=O)F)ON1N=NC=2C1=NC=CC2)C2=C(C=C(C=C2F)F)F